C(C)(C)C=1C(=NN(C1C=1C=C(C=2N(C1)N=CN2)C)COCC[Si](C)(C)C)C=2C=C1CCC(CC1=CC2)N(C(OC(C)(C)C)=O)C tert-butyl (6-(4-isopropyl-5-(8-methyl-[1,2,4]triazolo[1,5-a]pyridin-6-yl)-1-((2-(trimethylsilyl)ethoxy) methyl)-1H-pyrazol-3-yl)-1,2,3,4-tetrahydronaphthalen-2-yl)(methyl)carbamate